4-bromo-7-chloro-1-methoxy-isoquinoline BrC1=CN=C(C2=CC(=CC=C12)Cl)OC